C(C)C=1N=C2N(C=C(C=C2)C2CCN(CC2)CC(=O)N(C)C)C1N(C)C1=NC(=NS1)C1=CC=C(C=C1)F 2-(4-(2-ethyl-3-((3-(4-fluorophenyl)-1,2,4-thiadiazol-5-yl)(methyl)amino)imidazo[1,2-a]pyridin-6-yl)piperidin-1-yl)-N,N-dimethylacetamide